BrC1=CC2=C(N(S(N2CC2=CC=C(C=C2)OC)(=O)=O)CC2=CC=C(C=C2)OC)C=C1 5-bromo-1,3-bis(4-methoxybenzyl)-1,3-dihydrobenzo[c][1,2,5]thiadiazole 2,2-dioxide